CN(C(C=C)=O)C N,N-di-methylacrylamide